ClC1=C(C(=CC=C1Cl)OC)C=1CCCOC1 5-(2,3-dichloro-6-methoxyphenyl)-2,4-dihydropyran